acryloyloxytridecylpropyldimethoxysilane C(C=C)(=O)OCCCCCCCCCCCCC[Si](OC)(OC)CCC